4-(4-Methoxyphenyl)-4-oxobutyl(tert-butoxycarbonyl)-L-valinate COC1=CC=C(C=C1)C(CCCN([C@@H](C(C)C)C(=O)[O-])C(=O)OC(C)(C)C)=O